C(C)N(C(OC[C@]1(O[C@H](C[C@@H]1O)N1C2=NC(=NC(=C2N=C1)N)F)C#C)=O)CC ((2R,3S,5R)-5-(6-amino-2-fluoro-9H-purin-9-yl)-2-ethynyl-3-hydroxytetrahydrofuran-2-yl)methyl diethylcarbamate